C(C1=CC=CC=C1)NC(CN1N=NC(=C1)C1=CC=C(C=C1)OCCN1CCOCC1)=O N-benzyl-2-(4-(4-(2-morpholinoethoxy)phenyl)-1H-1,2,3-triazol-1-yl)acetamide